ClC1=C(C(=CC=C1)Cl)C(Cl)(Cl)Cl 2,6-dichlorotrichloromethyl-benzene